5-(8-((4-(4-amino-3-(4-phenoxyphenyl)-1H-pyrazolo[3,4-d]pyrimidin-1-yl)cyclohexyl)methyl)-3,8-diazabicyclo[3.2.1]octane-3-yl)-2-(2,6-dioxopiperidin-3-yl)isoindoline-1,3-dione NC1=C2C(=NC=N1)N(N=C2C2=CC=C(C=C2)OC2=CC=CC=C2)C2CCC(CC2)CN2C1CN(CC2CC1)C=1C=C2C(N(C(C2=CC1)=O)C1C(NC(CC1)=O)=O)=O